2-chloro-4-(1-methyl-2,8-diazaspiro[4.5]decan-2-yl)benzonitrile ClC1=C(C#N)C=CC(=C1)N1C(C2(CC1)CCNCC2)C